1-(3-(4-hydroxybutan-2-yl)-1-methyl-1H-indol-2-yl)naphthalen-2-ol OCCC(C)C1=C(N(C2=CC=CC=C12)C)C1=C(C=CC2=CC=CC=C12)O